ClC1=NC=C2NC(=NC2=N1)NCC1CCC(CC1)C (S)-(2-chloro-7H-purin-8-yl)(4-methylcyclohexyl)methylamine